methoxy-4',5,7-trihydroxyflavone COC1=C(OC2=CC(=CC(=C2C1=O)O)O)C1=CC=C(C=C1)O